2-(N-methylmethanesulfonamido)pyridine CN(S(=O)(=O)C)C1=NC=CC=C1